CN1[C@@H]([C@H](CC1=O)C(=O)NCC=O)C=1C=NC=CC1 (2S,3S)-1-Methyl-5-oxo-N-(2-oxoethyl)-2-(pyridin-3-yl)pyrrolidine-3-carboxamide